3-(4-(5-cyclopropylpyridin-3-yl)-1H-1,2,3-triazol-1-yl)oxetan C1(CC1)C=1C=C(C=NC1)C=1N=NN(C1)C1COC1